2-(6-((2S,5R)-4-(1-(2,2-dimethylbenzo[d][1,3]dioxol-4-yl)ethyl)-2,5-dimethylpiperazin-1-yl)-9-ethyl-3-methyl-2-oxo-3,9-dihydro-2H-purin-8-yl)acetonitrile CC1(OC2=C(O1)C=CC=C2C(C)N2C[C@@H](N(C[C@H]2C)C=2C=1N=C(N(C1N(C(N2)=O)C)CC)CC#N)C)C